magnesium di-tertbutoxide CC(C)(C)[O-].CC(C)(C)[O-].[Mg+2]